(R)-2-(3-fluoropyridin-2-yl)-5-(4-(4-methylpyrazolo[1,5-a]pyridin-2-yl)-1,4,6,7-tetrahydro-5H-imidazo[4,5-c]pyridin-5-yl)-1,3,4-oxadiazole FC=1C(=NC=CC1)C=1OC(=NN1)N1[C@H](C2=C(CC1)NC=N2)C2=NN1C(C(=CC=C1)C)=C2